BrC1=C(C=CC(=C1)Cl)S(=O)(=O)N1C[C@@H]([C@@](C1)(CO)O)OC1=CC(=C(C#N)C=C1)F 4-(((3S,4R)-1-((2-bromo-4-chlorophenyl)sulfonyl)-4-hydroxy-4-(hydroxymethyl)pyrrolidin-3-yl)oxy)-2-fluorobenzonitrile